1,2-dimercaptomethyl-1,3-dithiapentane SCSC(SCC)CS